N-cyclopentyl-3,5-bis-(pivaloylamino)-benzamide C1(CCCC1)NC(C1=CC(=CC(=C1)NC(C(C)(C)C)=O)NC(C(C)(C)C)=O)=O